O1CCN(CC1)C1=CC(=NC=C1)NC=1SC2=NC(=CC=C2N1)C1=CC=NC=C1 N-(4-morpholinopyridin-2-yl)-5-(pyridin-4-yl)thiazolo[5,4-b]pyridin-2-amine